FC=1C=CC(=C(C(=O)NC(C)C)C1)OC 5-fluoro-2-methoxy-N-(propan-2-yl)benzamide